3-(5-{2-[4-(piperazin-1-yl)phenyl]Ethynyl}pyridin-2-yl)prop-2-enoic acid methyl ester COC(C=CC1=NC=C(C=C1)C#CC1=CC=C(C=C1)N1CCNCC1)=O